CC1(CN=C(OC1)NC1=CC(=C(OC2=C3C(=NC=C2)NC=C3C3=CC=C(C(=O)N(C)CCCOC)C=C3)C(=C1)F)F)C 4-(4-(4-((5,5-dimethyl-5,6-dihydro-4H-1,3-oxazin-2-yl)amino)-2,6-difluorophenoxy)-1H-pyrrolo[2,3-b]pyridin-3-yl)-N-(3-methoxypropyl)-N-methylbenzamide